[6-(3-cyclopropyl-1,2,4-triazol-1-yl)-2-azaspiro[3.3]heptan-2-yl]-[6-[[6-(trifluoromethyl)pyridazin-3-yl]amino]-2-azaspiro[3.3]heptan-2-yl]methanone C1(CC1)C1=NN(C=N1)C1CC2(CN(C2)C(=O)N2CC3(C2)CC(C3)NC=3N=NC(=CC3)C(F)(F)F)C1